C(CC(C)C)C(C(=O)O)=C.C(CC(C)C)OC(C=C)=O.NCC1=CC=C2CNC(C2=C1)=O 6-(aminomethyl)isoindoline-1-one isopentyl-acrylate (isoamyl-acrylate)